S(=O)(=O)(O)CCCCN1C(C=CC=C1)C=C 1-(4-sulfobutyl)-2-vinylpyridine